2-methoxy-6-(1-methylpiperidin-4-yl)-N-(3-phenylpropyl)-1H-benzo[d]Imidazole COC1=NC2=C(N1CCCC1=CC=CC=C1)C=C(C=C2)C2CCN(CC2)C